3-Chloro-4-cyanophenyl 3-[4-(4-chlorothiazol-2-yl)-1H-1,2,3-triazol-1-yl]-3-deoxy-1-thio-α-D-galactopyranoside ClC=1N=C(SC1)C=1N=NN(C1)[C@@H]1[C@H]([C@@H](SC2=CC(=C(C=C2)C#N)Cl)O[C@@H]([C@@H]1O)CO)O